C1(=CC=C(C=C1)C[C@@H](C(=O)OCC(F)(F)F)NC(CCl)=O)C1=CC=CC=C1 2,2,2-Trifluoroethyl (S)-3-([1,1'-biphenyl]-4-yl)-2-(2-chloroacetamido)propanoate